C(=O)(OC(C)(C)C)N(C)CCCN 3-(N-Boc-N-methylamino)propylamine